C(C([2H])([2H])[2H])(C1=NC2=C(N1C1=CC=C(C=C1)B1OC(C(O1)(C)C)(C)C)C=CC=C2)([2H])[2H] 2-(ethyl-d5)-1-(4-(4,4,5,5-tetramethyl-1,3,2-dioxaborolan-2-yl)phenyl)-1H-benzo[d]imidazole